3-[4-[3-[4-[(3R,5R)-5-[(5-chloro-1-methyl-6-oxo-pyridazin-4-yl)amino]-1-methyl-3-piperidyl]benzoyl]-3-azaspiro[5.5]undecan-9-yl]-2-fluoro-phenyl]piperidine-2,6-dione ClC1=C(C=NN(C1=O)C)N[C@@H]1C[C@@H](CN(C1)C)C1=CC=C(C(=O)N2CCC3(CC2)CCC(CC3)C3=CC(=C(C=C3)C3C(NC(CC3)=O)=O)F)C=C1